C(C=C)(=O)N1CC(CC1)C=1C=C2CCN(C(C2=CC1)=O)C1=C2C=NNC2=CC=C1C 6-(1-acryloylpyrrolidin-3-yl)-2-(5-methyl-1H-indazol-4-yl)-3,4-dihydroisoquinolin-1(2H)-one